N1(C=CC2=CC=CC=C12)CCCCCCCO 1H-indole-1-heptanol